C[N+](CCOCCOCCC(NC)=O)(CCNC(COCCOCCNC(COCCOCCNC(CCCNC(CCCNC(CCCCCCCCCCCCCCCCC(=O)[O-])=O)=O)=O)=O)=O)C 12,12-dimethyl-3,16,25,34,39,44-hexaoxo-6,9,18,21,27,30-hexaoxa-2,12,15,24,33,38,43-heptaazahenhexacontan-12-ium-61-oate